ClC1=C(CNC(OC(C)(C)C)=O)C(=CC=C1)C=1SC(=CC1)C(C)NC1=NC(=NC2=CC(=C(C=C12)OC)OC)C tert-butyl [2-chloro-6-(5-{1-[(6,7-dimethoxy-2-methylquinazolin-4-yl)amino]ethyl}thiophen-2-yl)benzyl]carbamate